(6-bromocinnolin-3-yl)methanol BrC=1C=C2C=C(N=NC2=CC1)CO